ClCC1C(NCN1C)C(C)C 5-(Chloromethyl)-4-isopropyl-1-methylimidazolidine